2-azido-3-(2,2,6,6-tetramethylpiperidino)-4-fluoro-indoline N(=[N+]=[N-])C1NC2=CC=CC(=C2C1N1C(CCCC1(C)C)(C)C)F